COC(C1=C(C=C(C(=C1)Cl)C#N)NC(C(C)(C)C)=O)=O 5-chloro-4-cyano-2-(2,2-dimethylpropionylamino)benzoic acid methyl ester